N,N-diethyl-4-((1-(4-(3-isopropyl-1,2,4-oxadiazol-5-yl)piperazine-1-carbonyl)-3-azabicyclo[3.1.1]heptan-3-yl)sulfonyl)benzenesulfonamide C(C)N(S(=O)(=O)C1=CC=C(C=C1)S(=O)(=O)N1CC2(CC(C1)C2)C(=O)N2CCN(CC2)C2=NC(=NO2)C(C)C)CC